C(CCC(=O)OC1=CC=CC=C1)(=O)OC1=CC=CC=C1 diphenyl succinate